tert-butyl N-[2-[5-[(1R)-1-benzyloxy-1-(trifluoromethyl)but-3-enyl]-1,3,4-oxadiazol-2-yl]-6-(3,3-dimethylhex-5-enoyl)-5-(trifluoromethyl)-3-pyridyl]carbamate C(C1=CC=CC=C1)O[C@@](CC=C)(C(F)(F)F)C1=NN=C(O1)C1=NC(=C(C=C1NC(OC(C)(C)C)=O)C(F)(F)F)C(CC(CC=C)(C)C)=O